(2-((5-Chloro-2-((3-(2-fluoropyridin-3-yl)-1H-pyrazolo[3,4-b]pyridin-5-yl)amino)pyrimidine-4-yl)amino)phenyl)dimethylphosphine oxide ClC=1C(=NC(=NC1)NC=1C=C2C(=NC1)NN=C2C=2C(=NC=CC2)F)NC2=C(C=CC=C2)P(C)(C)=O